acetylcholine pelargonate C(CCCCCCCC)(=O)[O-].C(C)(=O)OCC[N+](C)(C)C